3,4,5,6-tetramethyl-1,2-phenylenediamine CC=1C(=C(C(=C(C1C)C)C)N)N